COC(CCCCCCCCCCCCCCCCCC)=O Nonadecanoic methyl ester